2-carboxy-7-((4'-chloro-[1,1'-biphenyl]-3-yl)oxy)-1,2,3,4-tetrahydronaphthalene C(=O)(O)C1CC2=CC(=CC=C2CC1)OC=1C=C(C=CC1)C1=CC=C(C=C1)Cl